Piperazinium iodide [I-].[NH2+]1CCNCC1